O=C1C(=CC2=CC=CC=3CCN1C32)C(=O)NC3=CC=C(C=C3)C3CCN(CC3)C(=O)OC(C)(C)C Tert-Butyl 4-[4-[(11-Oxo-1-Azatricyclo[6.3.1.04,12]Dodeca-4(12),5,7,9-Tetraene-10-Carbonyl)Amino]Phenyl]Piperidine-1-Carboxylate